4-(((2Z)-3-cyclohexyl-5-(naphthalene-2-ylmethylene)-4-oxothiazolidin-2-ylidene)amino)benzenesulphonamide C1(CCCCC1)N1/C(/SC(C1=O)=CC1=CC2=CC=CC=C2C=C1)=N/C1=CC=C(C=C1)S(=O)(=O)N